4,4'-methylene-diphenylisocyanate C(C1=CC=C(C=C1)N=C=O)C1=CC=C(C=C1)N=C=O